[Mo].[V].[Mn].[Co].[Ni] nickel-cobalt-manganese-vanadium-molybdenum